N-((1R,5S)-3-(5-cyclopropylpyrimidin-2-yl)-3-azabicyclo[3.1.0]hex-6-yl)-3-((S)-2-((6-oxo-5-(trifluoromethyl)-1,6-dihydropyridazin-4-yl)amino)propoxy)propanamide C1(CC1)C=1C=NC(=NC1)N1C[C@@H]2C([C@@H]2C1)NC(CCOC[C@H](C)NC=1C=NNC(C1C(F)(F)F)=O)=O